CC(C)(O)NCC1=CC(=CC=C1)C=1OC(=NN1)C=1C(=C(C=CC1)C1=CC=CC=C1)C methyl(3-(5-(2-methyl-[1,1'-biphenyl]-3-yl)-1,3,4-oxadiazol-2-yl)benzyl)aminoethanol